BrC1CN(CC=C1F)C[C@@H](C(=O)N1N[C@@H](CCC1)C(=O)OC)NC(=O)OC(C)(C)C methyl (3S)-1-[(2S)-3-(3-bromo-4-fluoro-3,6-dihydro-2H-pyridin-1-yl)-2-[(tert-butoxycarbonyl) amino] propionyl]-1,2-diazacyclohexane-3-carboxylate